6-(7-chloro-3,3-dimethyl-2-oxoindolin-5-yl)-3,4-dihydro-1,8-naphthyridin-2(1H)-one ClC=1C=C(C=C2C(C(NC12)=O)(C)C)C=1C=C2CCC(NC2=NC1)=O